CN1C2=C(N(C(C1=O)=O)C1CCN(CC1)C1=NC=C(C=N1)C#N)N=CC(=C2)C=C 2-(4-(1-methyl-2,3-dioxo-7-vinyl-2,3-dihydropyrido[2,3-b]pyrazin-4(1H)-yl)piperidin-1-yl)pyrimidine-5-carbonitrile